O.O.O.[Cl-].OCC[N+](C)(C)C choline chloride trihydrate